Sodium (2S)-1-hydroxy-2-((S)-4-methyl-2-(((phenylmethoxy-d2)carbonyl)amino)pentan-amido)-3-((S)-2-oxopyrrolidin-3-yl)propane-1-sulfonate OC([C@H](C[C@H]1C(NCC1)=O)NC([C@H](CC(C)C)NC(=O)OC([2H])([2H])C1=CC=CC=C1)=O)S(=O)(=O)[O-].[Na+]